N=1NCC(=CC1)C#N 2,3-dihydropyridazin-4-carbonitrile